4-(8-(1-methyl-1H-pyrazol-5-yl)-3-(1H-pyrazol-5-yl)-[1,2,4]triazolo[4,3-b]pyridazin-6-yl)morpholine (1SR,3SR)-(3-isopropyl-1-vinyl-cyclopentyl)acetate C(C)(C)[C@@H]1C[C@](CC1)(C=C)CC(=O)O.CN1N=CC=C1C=1C=2N(N=C(C1)N1CCOCC1)C(=NN2)C2=CC=NN2 |r|